S1C(=NC2=C1C=CC=C2)OC(C(CCBr)C2=CC=C(C=C2)C(C(=O)[O-])CCBr)=O (benzo[d]thiazol-2-yl)-1,4-phenylenebis(4-bromobutyrate)